3,5-Dimethyl-5,6-dihydro-4H-thieno[2,3-c]pyrrol-4-one CC1=CSC=2CN(C(C21)=O)C